2-(3-(6-amino-5-(2-(methylamino)ethoxy)pyrimidin-4-yl)phenyl)-6-cyclopropyl-8-fluoroisoquinolin NC1=C(C(=NC=N1)C=1C=C(C=CC1)N1CC2=C(C=C(C=C2C=C1)C1CC1)F)OCCNC